Dimethyl-ammonium C[NH2+]C